2-(4,5-dimethoxy-2-(4-((tetrahydro-2H-pyran-2-yl)oxy)butyl)phenyl)acetic acid methyl ester COC(CC1=C(C=C(C(=C1)OC)OC)CCCCOC1OCCCC1)=O